2-methyl-5-(((4-(morpholine-4-carbonyl)cyclohexyl)methyl)amino)-4-oxoquinazolin CC1=NC2=CC=CC(=C2C(N1)=O)NCC1CCC(CC1)C(=O)N1CCOCC1